(1S,2S)-2-((S)-2',3-dichloro-5',6-dimethyl-2-oxo-2H-[1,4'-bipyridin]-4-yl)cyclopropane-1-carboxylate ClC1=NC=C(C(=C1)N1C(C(=C(C=C1C)[C@@H]1[C@H](C1)C(=O)[O-])Cl)=O)C